C[C@H](CC1=CC=C(C=C1)C1=CC=C(C=C1)C#N)CC (S)-4'-(2-methylbutyl)-4-biphenylnitrile